N-methyl-N-(piperidin-4-yl)quinolin-3-amine hydrochloride Cl.CN(C=1C=NC2=CC=CC=C2C1)C1CCNCC1